N=1N(N=CC1)C1=C(C=CC=C1)C(=O)N1[C@@H]2[C@@H](C[C@H](C1)C2)NC2=NC=C(C=C2)Br (2-(2H-1,2,3-triazol-2-yl)phenyl)((1S,4S,6R)-6-((5-bromopyridin-2-yl)amino)-2-azabicyclo[2.2.1]hept-2-yl)methanone